(S)-2-(3,4-dicyanophenyl)-2-((S)-3,3-difluorocyclopentyl)-N-(3-(trifluoromethyl)-1,2,4-thiadiazol-5-yl)acetamide C(#N)C=1C=C(C=CC1C#N)[C@@H](C(=O)NC1=NC(=NS1)C(F)(F)F)[C@@H]1CC(CC1)(F)F